ethyl 2-((R)-1-(6-(5-(((((1R,3s,5S)-6,6-difluorobicyclo[3.1.0]hexan-3-yl)(methyl)carbamoyl)oxy)methyl)-1-methyl-1H-1,2,3-triazol-4-yl)-2-ethylpyridin-3-yl)piperidin-3-yl)acetate FC1([C@H]2CC(C[C@@H]12)N(C(=O)OCC1=C(N=NN1C)C1=CC=C(C(=N1)CC)N1C[C@H](CCC1)CC(=O)OCC)C)F